CCCCC#CCCCCC undec-5-yne